4-(trans-4-propylcyclohexyl)phenylacetylene C(CC)[C@@H]1CC[C@H](CC1)C1=CC=C(C=C1)C#C